(E)-6-[5-(3-(2-(3-fluorophenyl)phenyl)-3-oxopropenyl)-2-methoxyphenoxy]-N-hydroxyhexanamide FC=1C=C(C=CC1)C1=C(C=CC=C1)C(/C=C/C=1C=CC(=C(OCCCCCC(=O)NO)C1)OC)=O